NC1=NC=2C=C(C(=CC2C2=C1C(=NO2)C)C(=O)N([C@@H]2COC1=C2C=CC(=C1)C(F)(F)F)C)F 4-amino-7-fluoro-N,3-dimethyl-N-((3S)-6-(trifluoromethyl)-2,3-dihydro-1-benzofuran-3-yl)[1,2]oxazolo[4,5-c]quinoline-8-carboxamide